(3,7-dimethyloct-6-en-1-ylidene)-4-fluorobenzohydrazide CC(CC=NNC(C1=CC=C(C=C1)F)=O)CCC=C(C)C